(2S,4r)-1-[(2S)-2-(4-cyclopropyltriazol-1-yl)-3,3-dimethyl-butyryl]-4-hydroxy-N-(3-phenylsulfanylcyclobutyl)pyrrolidine-2-carboxamide C1(CC1)C=1N=NN(C1)[C@H](C(=O)N1[C@@H](C[C@H](C1)O)C(=O)NC1CC(C1)SC1=CC=CC=C1)C(C)(C)C